ClC1=C(NC2=NC=CC=C21)C2=NN(C1=NC=NC(=C12)N)C(C)C 3-(3-Chloro-1H-pyrrolo[2,3-b]pyridin-2-yl)-1-isopropyl-1H-pyrazolo[3,4-d]pyrimidin-4-amine